5-[(2R)-4-fluoro-6-hydroxy-2-{[(3-methylbutyl)amino]methyl}-2,3-dihydro-1H-inden-5-yl]-1λ6,2,5-thiadiazolidine-1,1,3-trione FC1=C2C[C@@H](CC2=CC(=C1N1CC(NS1(=O)=O)=O)O)CNCCC(C)C